NC1=NC=CC=C1C1=NC=2C(=NC(=CC2)C=C)N1C=1C=C2CC[C@@H](C2=CC1)NC(C)=O N-[(1S)-5-[2-(2-aminopyridin-3-yl)-5-ethenylimidazo[4,5-b]pyridin-3-yl]-2,3-dihydro-1H-inden-1-yl]acetamide